O=C1NCC2(CN(CCC2)C(=O)OC(C)(C)C)C2=CC(=CC=C12)B1OC(C(O1)(C)C)(C)C tert-butyl 1-oxo-6-(4,4,5,5-tetramethyl-1,3,2-dioxaborolan-2-yl)-2,3-dihydro-1H-spiro[isoquinoline-4,3'-piperidine]-1'-carboxylate